P(O)O phosphanediol